5,6,7-TRIFLUORO-4-OXO-4H-CHROMENE-3-CARBALDEHYDE FC1=C2C(C(=COC2=CC(=C1F)F)C=O)=O